C(C)(C)(C)OC(=O)NC1CCC(CC1)C1=C(C=CC(=C1)C)S(=O)(=O)OC methyl ((1r,4r)-4-((tert-butoxycarbonyl)amino)cyclohexyl)4-methylbenzenesulfonate